(3S)-3-[(1R)-5-acetyl-1-(4-chlorophenyl)-7-fluoro-3-oxo-1-[(3S)-Oxetan-3-yloxy]-2,3-dihydro-1H-isoindol-2-yl]-3-(4-chlorophenyl)propionic acid ethyl ester C(C)OC(C[C@@H](C1=CC=C(C=C1)Cl)N1[C@@](C2=C(C=C(C=C2C1=O)C(C)=O)F)(OC1COC1)C1=CC=C(C=C1)Cl)=O